ClC1=C(C(=CC=C1)C)NC(=O)C1=CN=C(S1)NC1=NC(=NC(=C1)Cl)C N-(2-chloro-6-methylphenyl)-2-[(6-chloro-2-methyl-4-pyrimidinyl)amino]-5-thiazolecarboxamide